(R)-1,4-dioxane-2-carbaldehyde O1[C@H](COCC1)C=O